ClC1=C(C=CC=C1)[C@H](C(=O)NC1=CC=C(C=C1)F)O (R)-2-(2-chlorophenyl)-N-(4-fluorophenyl)-2-hydroxyacetamide